6-chloro-4-((3-(1-cyclopropyl-1H-1,2,4-triazol-3-yl)-2-methoxyphenyl)amino)pyridazine ClC1=CC(=CN=N1)NC1=C(C(=CC=C1)C1=NN(C=N1)C1CC1)OC